C(C)(C)(C)OC(NC1=CC(=CC=C1)C(NC1=CC=C(C=C1)F)=O)=O (3-((4-fluorophenyl)carbamoyl)phenyl)carbamic acid tert-butyl ester